N-Methylaminopropyltris(trimethylsiloxy)silan CNCCC[Si](O[Si](C)(C)C)(O[Si](C)(C)C)O[Si](C)(C)C